CC(CCCC1=C(C=C(C=C1)OC)N1CCC(CC1)COC=1C=C(C=CC1)[C@@H](CP([O-])([O-])=O)C)(C)C (S)-(2-(3-((1-(2-(4,4-dimethylpentyl)-5-methoxyphenyl)piperidin-4-yl)methoxy)phenyl)propyl)phosphonate